N12C[C@H](C(CC1)CC2)NC(=O)C2=C(C=CC(=N2)C=2C(=NC=CC2)OCC)N2[C@@H](CN(CC2)C(=O)O[C@H](C(F)(F)F)C(C)(C)C)CC (2S)-1,1,1-trifluoro-3,3-dimethylbutan-2-yl (3R)-4-(6-{[(3S)-1-azabicyclo[2.2.2]octan-3-yl]carbamoyl}-2'-ethoxy-[2,3'-bipyridin]-5-yl)-3-ethylpiperazine-1-carboxylate